3-((S)-1-(8-amino-1-methylimidazo[1,5-a]pyrazin-3-yl)ethyl)-5-chloro-6-fluoro-N-((1R,2S)-2-hydroxycyclohexyl)-2-isopropoxybenzamide NC=1C=2N(C=CN1)C(=NC2C)[C@@H](C)C=2C(=C(C(=O)N[C@H]1[C@H](CCCC1)O)C(=C(C2)Cl)F)OC(C)C